Di(phenyl)bis(naphthylthiophenylphenyl)biphenyldiamine C1(=CC=CC=C1)C1=C(C=CC=C1)C1=C(C(=C(C(=C1C1=CC=CC=C1)C1=C(C(=CC=C1)C1=CC=CC2=CC=CC=C12)C=1SC=CC1)C1=C(C(=CC=C1)C1=CC=CC2=CC=CC=C12)C=1SC=CC1)N)N